C(CCC)NC[C@@H]1OC2=C(C1)C(=C(C(=C2)O)N2CC(NS2(=O)=O)=O)F 5-{(2R)-2-[(butylamino)methyl]-4-fluoro-6-hydroxy-2,3-dihydro-1-benzofuran-5-yl}-1λ6,2,5-thiadiazolidine-1,1,3-trione